tert-butyl (2R,3R)-3-((7-bromo-6-cyclopropyl-8-fluoro-2-(((2R,7aS)-2-fluorotetrahydro-1H-pyrrolizin-7a(5H)-yl)methoxy)quinazolin-4-yl)(ethyl)amino)-2-methylpyrrolidine-1-carboxylate BrC1=C(C=C2C(=NC(=NC2=C1F)OC[C@]12CCCN2C[C@@H](C1)F)N([C@H]1[C@H](N(CC1)C(=O)OC(C)(C)C)C)CC)C1CC1